NC1=CC=CC=2N=C(NC21)C2=CC=C(C=C2)N amino-2-(4-aminophenyl)benzimidazole